CN1N=CC(=C1)C1=CC2=C(N[C@@H](C(N2)=O)[C@H](C2=CC=CC=C2)NCCC2=CC=C(C#N)C=C2)N=C1 4-[2-[[(S)-[(3R)-7-(1-methylpyrazol-4-yl)-2-oxo-3,4-dihydro-1H-pyrido[2,3-b]pyrazin-3-yl]-phenyl-methyl]amino]ethyl]benzonitrile